NC1=NC(=C(C(=N1)N1[C@@H](CCC1)C=1N(S(C2=C(C1)C=CC=C2Cl)(O)O)C2=CC=CC=C2)C#N)C (S)-2-amino-4-(2-(8-chloro-1,1-dihydroxy-2-phenyl-2H-benzo[e][1,2]thiazin-3-yl)pyrrolidin-1-yl)-6-methylpyrimidine-5-carbonitrile